(R)-2-Ethyl-3,4,5,8,9,10-hexahydro-2H-indeno[5,4-f][1,4]oxazepine hydrochloride Cl.C(C)[C@H]1OC2=C(CNC1)C=CC=1CCCC12